B(CCCC)(O)O n-butylboronic acid